7-hydroxytridecane-1,13-diyldipalmitate OC(CCCCCCCCCCCCCCCCCCCCCC(=O)[O-])CCCCCCCCCCCCCCCCCCCCCC(=O)[O-]